4-(4-(((3-Aminooxetan-3-yl)methyl)amino)-6-methylquinazolin-2-yl)-1-oxo-2,3,4,5-tetrahydro-1λ4-benzo[f][1,4]thiazepine NC1(COC1)CNC1=NC(=NC2=CC=C(C=C12)C)N1CCS(C2=C(C1)C=CC=C2)=O